1-(3-bromo-5-methoxyphenyl)-3-[2-(2-hydroxyethyl)phenyl]urea BrC=1C=C(C=C(C1)OC)NC(=O)NC1=C(C=CC=C1)CCO